(1-((5-bromopyridin-2-yl)amino)-2-methyl-propan-2-yl)carbamic acid tert-butyl ester C(C)(C)(C)OC(NC(CNC1=NC=C(C=C1)Br)(C)C)=O